1-cyanoacetyl-3,5-dimethyl-1H-pyrazole CC1=CC(=NN1C(=O)CC#N)C